N1(C=NC=C1)CC1=CC=C(C(=O)O)C=C1 4-[(1H-imidazol-1-yl)methyl]Benzoic acid